C(#N)C=1C=C(C=NC1N1N=CC=N1)NC(=O)C=1C=NN(C1C(F)(F)F)C1=C2C=CC=NC2=C(C=C1)F N-(5-Cyano-6-(2H-1,2,3-triazol-2-yl)pyridin-3-yl)-1-(8-fluorochinolin-5-yl)-5-(trifluoromethyl)-1H-pyrazol-4-carboxamid